N-(2-methoxy-4-(4-methylpiperazin-1-yl)phenyl)-4-(5-phenyl-4,5-dihydro-1H-pyrazol-1-yl)thieno[3,2-d]pyrimidin-2-amine COC1=C(C=CC(=C1)N1CCN(CC1)C)NC=1N=C(C2=C(N1)C=CS2)N2N=CCC2C2=CC=CC=C2